5-(1H-tetrazol-1-yl)pentan-1-thiol N1(N=NN=C1)CCCCCS